5-cyclopropyl-4-[2-methylsulfinyl-4-(trifluoromethyl)benzoyl]isoxazole C1(CC1)C1=C(C=NO1)C(C1=C(C=C(C=C1)C(F)(F)F)S(=O)C)=O